C[C@H]1[C@@H](CN(C1)C(=O)OC(C)(C)C)C(=O)OCC trans-1-(tert-butyl) 3-ethyl 4-methylpyrrolidine-1,3-dicarboxylate